N-(2-hydroxypropyl)acrylamide methyl-(S)-3-bromo-4-(((2-hydroxy-1-(4-(trifluoromethyl)phenyl)ethyl)amino)methyl)benzoate COC(C1=CC(=C(C=C1)CN[C@H](CO)C1=CC=C(C=C1)C(F)(F)F)Br)=O.OC(CNC(C=C)=O)C